O1CC(CC1)OC(N[C@H](C(=O)NC=1C(N(C=CC1)CC1=NC2=C(N1)C=CC=C2CC(C)(C)C)=O)CC\C=C\C(=O)N)=O Tetrahydrofuran-3-yl-((S,E)-7-amino-1-((1-((4-neopentyl-1H-benzo[d]imidazol-2-yl)methyl)-2-oxo-1,2-dihydropyridin-3-yl)amino)-1,7-dioxohept-5-en-2-yl)carbamat